1-(2-amino-ethyl)piperidine NCCN1CCCCC1